NCCOC(O)=O.N1(C=NC=2C1=C1C(=NC2)NC=C1)[C@H]1C[C@H](C1)C(CC)S(=O)(=O)N (cis-3-(imidazo[4,5-d]pyrrolo[2,3-b]pyridin-1(6H)-yl)cyclobutyl)propane-1-sulfonamide 2-aminoethyl-bicarbonate